NCCC[Si](OCCCCCCCCCCCCCC)(OCCCCCCCCCCCCCC)OCCCCCCCCCCCCCC 3-aminopropyl-(tri-tetradecyloxysilane)